C(#N)C=1C=NN2C1C(=CC(=C2)OCC)C=2C=CC(=NC2)N2CCC(CC2)(CC2=NC=CC=C2)NC([C@@H](C)OC)=O (R)-N-(1-(5-(3-cyano-6-ethoxypyrazolo[1,5-a]pyridin-4-yl)pyridin-2-yl)-4-(pyridin-2-ylmethyl)piperidin-4-yl)-2-methoxypropanamide